trans-2-(trifluoromethyl)cyclopropylamine hydrochloride Cl.FC([C@H]1[C@@H](C1)N)(F)F